ClC1=C(C=C2C=CN=CC2=C1)C1CCC(CC1)N1CC(CC1)F 7-chloro-6-(4-(3-fluoropyrrolidin-1-yl)cyclohexyl)isoquinolin